ClC1=C(C=NC(=C1)C)C=O 4-chloro-6-methylpyridine-3-carbaldehyde